(cis)-4-aminocyclohexane-1-ol hydrochloride Cl.N[C@H]1CC[C@H](CC1)O